4-(Benzyloxy)-5-bromo-2-chloropyridine C(C1=CC=CC=C1)OC1=CC(=NC=C1Br)Cl